O=C1OC(CC1C12C(C(=CCC1)C)C(=O)OC2=O)=O (2,5-dioxotetrahydrofuryl)-3-methyl-3-cyclohexene-1,2-dicarboxylic anhydride